C(C1=CC=CC=C1)N1N=C(C=C1N)C 1-benzyl-3-methyl-1H-pyrazol-5-amine